1-[4-[6-chloro-5-(ethanesulfonyl)pyridin-3-yl]phenyl]cyclopropane-1-carbonitrile ClC1=C(C=C(C=N1)C1=CC=C(C=C1)C1(CC1)C#N)S(=O)(=O)CC